FC(C1=NN(C=C1B1OC(C(O1)(C)C)(C)C)C1=CC=CC=N1)F 6-[3-(Difluoromethyl)-4-(4,4,5,5-tetramethyl-1,3,2-dioxaborolan-2-yl)pyrazol-1-yl]pyridin